C(#C)C=1C=C(C=CC1)N1C=C(C=CC1=O)C(=O)OCC ethyl 1-(3-ethynylphenyl)-6-oxopyridine-3-carboxylate